C12C(CC(C=C1)C2)C(=O)[O-] bicyclo[2.2.1]-5-heptene-2-carboxylate